3-[cyclopropyl(difluoro)methyl]-N-[1-[3-(triazol-2-yl)pyrazin-2-yl]ethyl]-5-(trifluoromethyl)benzamide C1(CC1)C(C=1C=C(C(=O)NC(C)C2=NC=CN=C2N2N=CC=N2)C=C(C1)C(F)(F)F)(F)F